CN(C(=O)OC(C(=O)OC(C)(C)C)C(\C=C/OC)(C)C)C tert-butyl (Z)-2-(dimethylcarbamoyloxy)-5-methoxy-3,3-dimethyl-pent-4-enoate